3,8-bis(1-(6-fluorohexyloxy)ethyl)porphyrin dipotassium salt [K].[K].FCCCCCCOC(C)C=1C=C2NC1C=C1C=C(C(=N1)C=C1C=CC(N1)=CC=1C=CC(N1)=C2)C(C)OCCCCCCF